COC(C1=C(C=CC=C1)C=1OC(=NN1)C12CCC(CC1)(CC2)I)=O (5-(4-iodobicyclo[2.2.2]oct-1-yl)-1,3,4-oxadiazol-2-yl)benzoic acid methyl ester